F[B-](F)(F)F.F[B-](F)(F)F.ClC[N+]12[NH2+]CC(CC1)(CC2)F 1-(chloromethyl)-4-fluoro-diazoniabicyclo[2.2.2]octane bis(tetrafluoroborate)